N-[4-cyano-3-(trifluoromethyl)phenyl]-3-[(4-fluorophenyl)sulfonyl]-2-hydroxy-2-methylpropanamide C(#N)C1=C(C=C(C=C1)NC(C(CS(=O)(=O)C1=CC=C(C=C1)F)(C)O)=O)C(F)(F)F